COC1=C2CCC(NC2=CC(=C1)C(=O)OC)=O methyl 5-methoxy-2-oxo-1,2,3,4-tetrahydroquinoline-7-carboxylate